ClC1=NC=CC(=N1)NC1=CC=C(C=C1)C=1C=NN(C1)C(C)OCC 2-chloro-N-(4-(1-(1-ethoxyethyl)-1H-pyrazol-4-yl)phenyl)pyrimidin-4-amine